4-chloro-N-((S)-1-(((S)-1-cyano-2-((R)-5,5-dimethyl-2-oxopyrrolidin-3-yl)ethyl)amino)-3-cyclopropyl-1-oxopropan-2-yl)-1H-pyrrole-2-carboxamide ClC=1C=C(NC1)C(=O)N[C@H](C(=O)N[C@@H](C[C@H]1C(NC(C1)(C)C)=O)C#N)CC1CC1